ClC1=C(C=CC2=C1C(=N[C@H](CN2)C)C2=NC(=CC=C2F)OC)C(F)(F)F (3S)-6-chloro-5-(3-fluoro-6-methoxy-2-pyridinyl)-3-methyl-7-(trifluoromethyl)-1,3-dihydro-1,4-benzodiazepine